C1(CC1)CN1C(N(C2=CC(=C(C=C2C1=O)NC(=O)N1C[C@@H](CCC1)NC(C1=C(C=CC(=C1)F)F)=O)F)C(C)C)=O (3R)-N-(3-(cyclopropylmethyl)-7-fluoro-1-isopropyl-2,4-dioxo-1,2,3,4-tetrahydroquinazolin-6-yl)-3-((2,5-difluorobenzoyl)amino)-piperidine-1-carboxamide